tert-butyl methyl(4-(5-methyl-3-(trifluoromethyl)-1H-pyrazol-1-yl)phenyl)carbamate CN(C(OC(C)(C)C)=O)C1=CC=C(C=C1)N1N=C(C=C1C)C(F)(F)F